N1C(=CC=C1)CC=1C=C(SC1)C(=O)NC1=CC(=CC(=C1)S(=O)(=O)C)Br 4-((1H-pyrrol-2-yl)methyl)-N-(3-bromo-5-(methylsulfonyl)phenyl)thiophene-2-carboxamide